FC=1C=C(COC2=NC(N3C(N4[C@@]5(CO[C@H](C4)C5)C3)=C2)=O)C=C(C1OC=1C=NN(C1)C)F (3S,11aR)-7-((3,5-difluoro-4-((1-methyl-1H-pyrazol-4-yl)oxy)benzyl)oxy)-3,4-dihydro-1H,9H,11H-3,11a-methanopyrimido[6',1':2,3]imidazo[5,1-c][1,4]oxazin-9-one